CC=1C=CC2=C(N=C(O2)C=CC=2OC3=C(N2)C=C(C=C3)C)C1 1,2-bis(5-methylbenzoxazol-2-yl)ethylene